Cl.N[C@@H](CCC(=O)N)[C@@H](C)OCC1=CC=C(C=C1)CCCOCCCOCCCC1=CC=CC=2N(C(N(C21)C)=O)C2C(NC(CC2)=O)=O (4S,5R)-4-amino-5-([4-[3-(3-[3-[1-(2,6-dioxopiperidin-3-yl)-3-methyl-2-oxo-1,3-benzodiazol-4-yl]propoxy]propoxy)propyl]phenyl]meth-oxy)hexanamide hydrochloride